CCCCCCCCCCCCCCCCCCCCCCCC=CC=C heptacosadiene